tert-Butyl (4-(2-((2-((2-bromo-6-methoxypyridin-3-yl)carbamoyl)-5-(trifluoro-methyl)phenyl) amino)-5-fluorophenyl)butyl)carbamate BrC1=NC(=CC=C1NC(=O)C1=C(C=C(C=C1)C(F)(F)F)NC1=C(C=C(C=C1)F)CCCCNC(OC(C)(C)C)=O)OC